C(C)(C)(C)C1=C(N=C(C=2N1C1=C(N2)C=CC=C1)NC([O-])=O)CO (tert-butyl 3-(hydroxymethyl)benzo[4,5]imidazo[1,2-a]pyrazin-1-yl)carbamate